N-[6-oxo-5-(trifluoromethyl)-1-(2-trimethylsilylethoxymethyl)pyridazin-3-yl]carbamate O=C1C(=CC(=NN1COCC[Si](C)(C)C)NC([O-])=O)C(F)(F)F